C(C(C)C)N1C=NC=2N(C(N(C(C12)=O)CC1CCC(CC1)=O)=O)C 7-isobutyl-3-methyl-1-((4-oxocyclohexyl)methyl)-1H-purine-2,6(3H,7H)-dione